FCN1C(NC=2C1=NC=C(C2)C=2SC(=CC2)C(F)(F)F)=O 3-(fluoromethyl)-6-[5-(trifluoromethyl)-2-thienyl]imidazo[4,5-b]pyridin-2-one